4-((4-methoxybenzyl)oxy)-6-(piperidine-1-yl)pyrazolo[1,5-a]Pyridine-3-carbonitrile COC1=CC=C(COC=2C=3N(C=C(C2)N2CCCCC2)N=CC3C#N)C=C1